FC(C(=O)O)(F)F.COC=1C=C(C(=O)N2CCC(CC2)C2=C(C=C(N=N2)N)C)C=CC1OC=1C=NC(=CC1)OC 6-(1-{3-methoxy-4-[(6-methoxypyridin-3-yl)oxy]benzoyl}piperidin-4-yl)-5-methylpyridazin-3-amine trifluoroacetate salt